(2S,2'S,2''S)-2,2',2''-{10-[(1S)-5-(4-butoxyphenyl)-1-carboxypentyl]-1,4,7,10-tetraazacyclododecane-1,4,7-triyl}tris(3-hydroxypropionic acid) gadolinium [Gd].C(CCC)OC1=CC=C(C=C1)CCCC[C@@H](C(=O)O)N1CCN(CCN(CCN(CC1)[C@H](C(=O)O)CO)[C@H](C(=O)O)CO)[C@H](C(=O)O)CO